C(OC1=CC=C(C=C1)[N+](=O)[O-])(OC1CN(C1)C1=CC(=NC=C1)C(F)(F)F)=O 4-Nitrophenyl (1-(2-(trifluoromethyl)pyridin-4-yl)azetidin-3-yl) carbonate